O1C(=NC2=C1C=CC=C2)C=2C(=C(C=CC2N)N)OC (benzo[d]oxazol-2-yl)-2-methoxybenzene-1,4-diamine